BrC1=CC(=NC=C1)N1CCC2(CCOCC2)CC1 9-(4-bromopyridin-2-yl)-3-oxa-9-azaspiro[5.5]Undecane